(2R)-2-[[(2R)-2-(tert-butyloxycarbonylamino)-3-phenyl-propionyl]amino]-5,5,5-trifluoro-pentanoic acid ethyl ester C(C)OC([C@@H](CCC(F)(F)F)NC([C@@H](CC1=CC=CC=C1)NC(=O)OC(C)(C)C)=O)=O